2-(5,5-diphenylbenzo[b][1]benzosilol-3-yl)-4,4,5,5-tetramethyl-1,3,2-dioxaborolane C1(=CC=CC=C1)[Si]1(C2=C(C3=C1C=CC=C3)C=CC(=C2)B2OC(C(O2)(C)C)(C)C)C2=CC=CC=C2